2-(1,1,2,2,3,3,4,4,5,5,6,6-dodecafluorohexyl)-2,3,3-trifluorooxirane FC(C(C(C(C(C(F)F)(F)F)(F)F)(F)F)(F)F)(F)C1(OC1(F)F)F